6-((1S,6S)-5-(5-(benzyloxy)-6-methylpyrimidine-4-carbonyl)-2,5-diazabicyclo[4.2.0]octan-2-yl)-2-bromo-5-ethyl-[1,2,4]triazolo[1,5-a]pyrimidin-7(4H)-one C(C1=CC=CC=C1)OC=1C(=NC=NC1C)C(=O)N1CCN([C@H]2CC[C@H]12)C1=C(NC=2N(C1=O)N=C(N2)Br)CC